[1,2,4]triazolo[4,3-a]pyridine-6-Carbohydrazide N=1N=CN2C1C=CC(=C2)C(=O)NN